C(C(=C)C)(=O)OCCOCCN=C=O 2-(2-methacryloxyethyl-oxy)ethyl isocyanate